5-(methylamino)-N-isopropyl-2-(methylmercapto)pyrimidin-4-amine CNC=1C(=NC(=NC1)SC)NC(C)C